1,1'-(1,3-phenylenedioxy)bis(3-(2-(prop-2-enyl)phenoxy)propane-2-ol) C1(=CC(=CC=C1)OCC(COC1=C(C=CC=C1)CC=C)O)OCC(COC1=C(C=CC=C1)CC=C)O